C[C@H]1[C@H](C[C@@H]([C@@H](O1)O[C@@H]2[C@H]([C@H]([C@H](O[C@H]2O[C@H]3[C@@H]([C@H](OC([C@@H]3NC(=O)C)O)CO)O)CO)O)O)O)O The molecule is an amino trisaccharide which has an N-acetyl-D-glucosamine unit at the reducing end with an alpha-L-colitosyl-(1->2)-beta-D-galactosyl group attached at the 3-position. It is a glucosamine oligosaccharide, an amino trisaccharide and a deoxy oligosaccharide derivative.